C(C)(C)C1=C(C=CC=C1)NC1=NC=C(C(=N1)NC1=CC=C2CCNCC2=C1)C=1C=NN(C1)C N2-(2-isopropylphenyl)-5-(1-methyl-1H-pyrazol-4-yl)-N4-(1,2,3,4-tetrahydroisoquinolin-7-yl)pyrimidine-2,4-diamine